3-[5-ethylsulfonyl-6-[1-(2,2,3,3,3-pentafluoropropyl)pyrazolo[3,4-c]pyridin-5-yl]-2-pyridyl]oxazolidin-2-one C(C)S(=O)(=O)C=1C=CC(=NC1C=1C=C2C(=CN1)N(N=C2)CC(C(F)(F)F)(F)F)N2C(OCC2)=O